NC1=NC(N(C=C1)[C@@H]1S[C@@]([C@H](C1)O)(CO)CF)=O 4-amino-1-((2R,4S,5R)-5-(fluoromethyl)-4-hydroxy-5-(hydroxymethyl)tetrahydrothiophen-2-yl)pyrimidin-2(1H)-one